C(C1=CC=CC=C1)N(C1=CC=CC=2N(C(NC21)=O)C2CCC(CC2)C(=O)NC2=CC(=C(C=C2)C)OC)C 4-{4-[benzyl-(methyl)amino]-2-oxo-2,3-dihydro-1H-1,3-benzodiazol-1-yl}-N-(3-methoxy-4-methylphenyl)cyclohexane-1-carboxamide